C(#N)[C@H](C[C@H]1C(NCCC1)=O)NC([C@@H](C=O)N1C(=CC2=C(C=CC=C12)F)C(=O)N)C1CC1 (S)-1-(((S)-1-cyano-2-((S)-2-oxopiperidin-3-yl)ethylamino)-3-cyclopropyl-1-oxopropan-2-yl)-4-fluoro-1H-indole-2-carboxamide